(1R,2S,5S)-3-[N-(tert-butoxycarbonyl)-3-methyl-L-valyl]-6,6-dimethyl-3-azabicyclo[3.1.0]hexane-2-carboxylic acid C(C)(C)(C)OC(=O)N[C@@H](C(C)(C)C)C(=O)N1[C@@H]([C@H]2C([C@H]2C1)(C)C)C(=O)O